N-(1-methylazepan-4-yl)-3-[3-(trifluoromethyl)phenyl]imidazo[1,2-b]pyridazin-6-amine CN1CCC(CCC1)NC=1C=CC=2N(N1)C(=CN2)C2=CC(=CC=C2)C(F)(F)F